O[C@@H]1[C@@]2(C[C@@H]2C([C@@H]1O)N1C2=NC(=NC(=C2N=C1)NCC1=NC=CC(=C1)C)C=1C=NC=C(C1)C)C(=O)NC (1S,2R,3S,5S)-2,3-dihydroxyl-N-meth-yl-4-(6-(((4-methylpyridin-2-yl)meth-yl)amino)-2-(5-methylpyridin-3-yl)-9H-purin-9-yl)bicyclo[3.1.0]hexane-1-formamide